C(C1=CC=CC=C1)OC(=O)NC(C(=O)NC(CC(=O)O)C(CF)=O)C(C)C 3-(2-benzyloxycarbonylamino-3-methylbutanamido)-5-fluoro-4-oxo-pentanoic acid